C1(CC1)N1C=C(C(C2=CC(=C(C=C12)N1CCNCC1)F)=O)C(=O)NCC1=CC(=CC(=C1)F)F 1-cyclopropyl-N-(3,5-difluorobenzyl)-6-fluoro-4-oxo-7-(1-piperazinyl)-1,4-dihydroquinoline-3-carboxamide